C(C)(=O)O.N[C@H](C)C(=O)N[C@H](CC1=CC=C(C=C1)Cl)C(=O)N[C@H](CC=1C=NC=CC1)C(=O)N[C@@H](CO)C(=O)N[C@@H](CC1=CC=C(C=C1)O)C(=O)N[C@H](CCCNC(N)=O)C(=O)N[C@@H](CC(C)C)C(=O)N[C@@H](CCCNC(N)=N)C(=O)N1[C@@H](CCC1)C(=O)N[C@H](C)C(=O)N d-alanyl-p-chloro-d-phenylalanyl-3-(3-pyridyl)-d-alanyl-l-seryl-l-tyrosyl-N5-carbamoyl-d-ornithyl-l-leucyl-l-arginyl-l-prolyl-d-alaninamide acetate